C1CCC12CN(CC2)CC=2NC1=CC(=CC=C1C2)CN2N=NC(=C2)C=2C(=NC=C(C2)OC)C#N 3-{1-[(2-{(6-Aza-6-spiro[3.4]octyl)methyl}-1H-indol-6-yl)methyl]-1H-1,2,3-triazol-4-yl}-5-methoxy-2-pyridinecarbonitrile